2,4-dichloro-6-diethylamino-pyrimidine-5-carboxylic acid methyl ester COC(=O)C=1C(=NC(=NC1N(CC)CC)Cl)Cl